COC1=CC2=CC=C3C=CC=C(C3=C2C(=C1)O)O ls-2-Methoxyphenanthrene-4,5-diol